[Si](C)(C)(C(C)(C)C)O[C@@H]1C[C@@H](N(C1)C(=O)OCC1=CC=CC=C1)CCOC1OCCCC1 benzyl (2S,4R)-4-((tert-butyldimethylsilyl)oxy)-2-(2-((tetrahydro-2H-pyran-2-yl)oxy)ethyl)pyrrolidine-1-carboxylate